7-(((S)-piperidin-3-yl)amino)-1-((1,1,1-trifluoropropan-2-yl)amino)-2,6-naphthyridine N1C[C@H](CCC1)NC1=NC=C2C=CN=C(C2=C1)NC(C(F)(F)F)C